6-chloro-N-(5-fluoro-2-methoxy-6-morpholinopyridin-3-yl)pyrazolo[1,5-a]pyridine-3-sulfonamide ClC=1C=CC=2N(C1)N=CC2S(=O)(=O)NC=2C(=NC(=C(C2)F)N2CCOCC2)OC